8-amino-5-thia-2-azaspiro[3.4]Octane 5,5-dioxide NC1CCS(C12CNC2)(=O)=O